[Y].[Al] aluminium-yttrium